[[5-[4-[3,3-difluoro-1-[[4-(2-methyl-1-oxo-2,7-naphthyridin-4-yl)-2-(trifluoromethoxy)phenyl]methyl]-4-piperidyl]piperazin-1-yl]-2-pyridyl]amino]piperidine-2,6-dione trifluoroacetate FC(C(=O)O)(F)F.FC1(CN(CCC1N1CCN(CC1)C=1C=CC(=NC1)NN1C(CCCC1=O)=O)CC1=C(C=C(C=C1)C1=CN(C(C2=CN=CC=C12)=O)C)OC(F)(F)F)F